FC1=C2C=CN=C(C2=CC=C1)C=1C=C2CN(C(C2=CC1)=O)C1CNCCC1 3-[5-(5-fluoroisoquinolin-1-yl)-1-oxo-2,3-dihydro-1H-isoindol-2-yl]piperidine